C1(CCCCC1)N1B(NC2=C(C1=O)C=CC=C2)C=2C(=C1CC(CC1=C(C2CCC2=CC=CC=C2)C)(C(C)=O)C(C)=O)C (R)-1,1'-(5-(3-cyclohexyl-4-oxo-3,4-dihydrobenzo[d][1,3,2]diazaborinin-2(1H)-yl)-4,7-dimethyl-6-phenethyl-2,3-dihydro-1H-indene-2,2-diyl)bis(ethan-1-one)